C(=O)(OC(C)(C)C)N1N=NC=C1 N-Boctriazole